ClC=1C=C(C=NC1)C#CC=1C=C(OC2=C(N=NN2)C(=O)O)C=CC1 5-(3-((5-chloropyridin-3-yl)ethynyl)phenoxy)-1H-1,2,3-triazole-4-carboxylic acid